ethyl perfluorodecylacrylate FC(=C(C(=O)OCC)C(C(C(C(C(C(C(C(C(C(F)(F)F)(F)F)(F)F)(F)F)(F)F)(F)F)(F)F)(F)F)(F)F)(F)F)F